NC1=C2C(=NC=N1)N(N=C2C2=NOC(=C2C2=NC=C(C=N2)C2CCN(CC2)C(CCC(=O)O)=O)C2CC2)C(C)C 4-[4-[2-[3-(4-amino-1-isopropyl-pyrazolo[3,4-d]pyrimidin-3-yl)-5-cyclopropyl-isoxazol-4-yl]pyrimidin-5-yl]-1-piperidyl]-4-oxo-butanoic acid